3-(1H-indol-2-yl)-2-methyl-1-(3,4,5-trimethoxyphenyl)propan-2-en-1-one N1C(=CC2=CC=CC=C12)C=C(C(=O)C1=CC(=C(C(=C1)OC)OC)OC)C